(R)-3-(2-chloropyridin-4-yl)-1-(1-(6,7-difluoro-1-oxo-1,2-dihydroisoquinolin-4-yl)ethyl)-1-methylurea ClC1=NC=CC(=C1)NC(N(C)[C@H](C)C1=CNC(C2=CC(=C(C=C12)F)F)=O)=O